ClC=1C=C(NC=2C=3N(C=CN2)C(=CN3)C=3C(=NN(C3)CC#N)C(F)(F)F)C=CC1C(=O)N1CCN(CC1)C(=O)[C@@H]1CNCC1 2-[4-[8-[3-chloro-4-[4-[(3S)-pyrrolidine-3-carbonyl]piperazine-1-carbonyl]anilino]imidazo[1,2-a]pyrazin-3-yl]-3-(trifluoromethyl)pyrazol-1-yl]acetonitrile